2-(5-((Z)-((1R,2S,5S)-2-fluoro-8-azabicyclo[3.2.1]octan-3-ylidene)methyl)-1,3,4-thiadiazol-2-yl)-5-(1H-imidazol-1-yl)phenol F[C@@H]\1[C@H]2CC[C@@H](C/C1=C/C1=NN=C(S1)C1=C(C=C(C=C1)N1C=NC=C1)O)N2